C(CCCCCCCCCCCC)[N+](C)(C)[O-] tridecyldimethylamine oxide